ClC1=NC(=NC(=C1)Cl)SC=1OC2=C(N1)C=C(C=C2)C2=CC=CC=C2 2-((4,6-dichloropyrimidin-2-yl)thio)-5-phenylbenzo[d]oxazole